NC1=CC=C(C=C1)C(C)N1C(=NC=C1)CO (1-(1-(4-aminophenyl)ethyl)-1H-imidazol-2-yl)methanol